(R)-1-(1-((3R,4S)-4-fluoro-1-(4,4,4-trifluorobutyl)pyrrolidin-3-yl)-1,6-dihydroimidazo[4,5-d]pyrrolo[2,3-b]pyridin-2-yl)ethan-1-ol F[C@@H]1[C@@H](CN(C1)CCCC(F)(F)F)N1C(=NC=2C1=C1C(=NC2)NC=C1)[C@@H](C)O